5-(3,5-dimethyl-4-(4-methylpiperazin-1-yl)phenyl)-3-(3-methoxy-prop-1-yn-1-yl)-1H-pyrrolo[2,3-b]pyridine CC=1C=C(C=C(C1N1CCN(CC1)C)C)C=1C=C2C(=NC1)NC=C2C#CCOC